CC1(CC[C@H](OC1)C=1C=C(C(=C(C1)C(C(=O)O)N1C[C@@H](CC1)OCCCCCC1=NC=2NCCCC2C(=C1)OC)OC)F)C 2-(5-((S)-5,5-dimethyltetrahydro-2H-pyran-2-yl)-3-fluoro-2-methoxyphenyl)-2-((R)-3-((5-(4-methoxy-5,6,7,8-tetrahydro-1,8-naphthyridin-2-yl)pentyl)oxy)pyrrolidin-1-yl)acetic acid